C(C1=CC=CC=C1)N(CCC(C)=O)C 4-(benzyl-(methyl)amino)butan-2-one